C(C)C1(COC1)COC(C1=CC(C(=O)OCC2(COC2)CC)=CC=C1)=O isophthalic acid bis[(3-ethyl-3-oxetanyl)methyl]ester